2-((6-(4-cyclopropyl-6-methoxypyrimidin-5-yl)-1H-pyrazolo[3,4-d]pyrimidin-1-yl)methyl)-5-(1-isopropyl-4-(trifluoromethyl)-1H-imidazol-2-yl)aniline C1(CC1)C1=NC=NC(=C1C1=NC=C2C(=N1)N(N=C2)CC2=C(N)C=C(C=C2)C=2N(C=C(N2)C(F)(F)F)C(C)C)OC